FC(S(=O)(=O)OC1=NC=CN=C1C(C)(C)C)(F)F 3-(tert-butyl)pyrazine-2-yl trifluoromethanesulfonate